2,4-dichloro-pyrimidine-5-carboxylic acid methyl ester COC(=O)C=1C(=NC(=NC1)Cl)Cl